N-tert-butyl-2-chloro-6-[3-(2-chloro-4-fluoro-benzoyl)-3,8-diazabicyclo[3.2.1]octan-8-yl]pyridine-4-sulfonamide C(C)(C)(C)NS(=O)(=O)C1=CC(=NC(=C1)N1C2CN(CC1CC2)C(C2=C(C=C(C=C2)F)Cl)=O)Cl